CC1=NC=CN=C1C 2,3-Dimethylpyrazin